C1(CC1)[C@@H](CC)NC1=NC(=NC=C1C(=O)N)NC1CCC(CC1)OCC 4-((R)-1-cyclopropylpropylamino)-2-((1r,4R)-4-ethoxycyclohexylamino)pyrimidine-5-carboxamide